[Br-].C1(=CC=CC=C1)P(C1=CC=CC=C1)C1=CC=CC=C1 trans-phenyl-(diphenyl-phosphine) bromide